C(C)(C)(C)OC(=O)N1CCC=2C=CC(=NC2C1)Cl 2-chloro-5,8-dihydro-1,7-naphthyridine-7(6H)-carboxylic acid tert-butyl ester